rac-(3R,4R)-1-cyclohexyl-4-{[5-(2,4-difluoro-phenyl)-isoxazole-3-carbonyl]-amino}-3-methyl-piperidine-3-carboxylic acid dimethylamide CN(C(=O)[C@@]1(CN(CC[C@H]1NC(=O)C1=NOC(=C1)C1=C(C=C(C=C1)F)F)C1CCCCC1)C)C |r|